2-[(3,3-dimethyl-1-oxo-1,3-dihydro-2-benzofuran-5-yl)amino]-N-ethyl-4-{[(1S)-2-hydroxy-1-phenylethyl]Amino}pyrimidine-5-carboxamide CC1(OC(C2=C1C=C(C=C2)NC2=NC=C(C(=N2)N[C@H](CO)C2=CC=CC=C2)C(=O)NCC)=O)C